C(C)(C)(C)OC(=O)N1CCC(=CC1)C=1C=NC(=CC1)OC(F)F 6-(difluoromethoxy)-3',6'-dihydro-[3,4'-bipyridine]-1'(2'H)-carboxylic acid tert-butyl ester